OC=1C=C(C=CC1)C=1C=C(N)C=CC1 3-(3-hydroxyphenyl)aniline